4-amino-1,1-difluoro-5-hydroxypent-3-en-2-one NC(=CC(C(F)F)=O)CO